benzyl (2-(methylsulfonyl)-5-((triisopropylsilyl)ethynyl)pyrido[2,3-d]pyrimidin-7-yl)carbamate CS(=O)(=O)C=1N=CC2=C(N1)N=C(C=C2C#C[Si](C(C)C)(C(C)C)C(C)C)NC(OCC2=CC=CC=C2)=O